(6aR)-8-propenoyl-4-chloro-1-(isopropylamino)-3-(2-fluoro-6-hydroxyphenyl)-6,6a,7,8,9,10-hexahydro-12H-pyrazino[2,1-c]pyrido[3,4-f][1,4]oxazepin-12-one C(C=C)(=O)N1C[C@@H]2COC3=C(C(N2CC1)=O)C(=NC(=C3Cl)C3=C(C=CC=C3O)F)NC(C)C